FC1=CC(=C(C(=O)NC=2SC=C(N2)CCO)C=C1)NS(=O)(=O)C(C)C 4-Fluoro-N-(4-(2-hydroxyethyl)thiazol-2-yl)-2-((1-methylethyl)sulfonamido)benzamide